6-(4-hydroxy-1-methylpiperidin-4-yl)quinoline-4-carboxylic acid methyl ester COC(=O)C1=CC=NC2=CC=C(C=C12)C1(CCN(CC1)C)O